Tert-butyl 2-(3-(1-(2,6-dioxopiperidin-3-yl)-3-methyl-2-oxo-2,3-dihydro-1H-benzo[d]imidazol-5-yl)prop-2-yn-1-yl)-5-oxa-2,8-diazaspiro[3.5]nonane-8-carboxylate O=C1NC(CCC1N1C(N(C2=C1C=CC(=C2)C#CCN2CC1(C2)OCCN(C1)C(=O)OC(C)(C)C)C)=O)=O